C(CCC)OC(=O)N1CC(=C(CC1)O[Si](C)(C)C)C.C[Si](O[Si](C)(C)C)(O[Si](C)(C)C)O[Si](C)(C)C methyl-tri(trimethylsiloxy)silane butyl-3-methyl-4-(trimethylsilyloxy)-5,6-dihydropyridine-1(2H)-carboxylate